methyl 2-((2-(((tert-butoxycarbonyl) (3-(6-methoxy-3-nitropyridin-2-yl) propyl)-amino) methyl)-3,4-difluorophenyl) amino)-5-fluoro-4-(trifluoromethyl)-benzoate C(C)(C)(C)OC(=O)N(CCCC1=NC(=CC=C1[N+](=O)[O-])OC)CC1=C(C=CC(=C1F)F)NC1=C(C(=O)OC)C=C(C(=C1)C(F)(F)F)F